tert-butyl (S)-4-(4-chloro-7,7-dimethyl-5-oxo-5,7-dihydroindolo[1,2-a]quinazolin-10-yl)-2-(methoxymethyl)piperazine-1-carboxylate ClC=1C=2C(N=C3N(C2C=CC1)C1=CC(=CC=C1C3(C)C)N3C[C@H](N(CC3)C(=O)OC(C)(C)C)COC)=O